C(CCCCCCCCCCCCCCCCC)N(C(CNC(CN1CCN(CCN(CCN(CC1)CC(=O)[O-])CC(=O)[O-])CC(=O)[O-])=O)=O)CCCCCCCCCCCCCCCCCC.[Gd+3] gadolinium (III) 2,2',2''-(10-(2-((2-(dioctadecylamino)-2-oxoethyl)amino)-2-oxoethyl)-1,4,7,10-tetraazacyclododecane-1,4,7-triyl)triacetate